6-[6-(2-hexyldecanoyloxy)hexyl-[2-[2-[2-[2-(2-methylsulfonyloxyethoxy)ethoxy]ethoxy]ethoxy]ethyl]amino]hexyl 2-hexyldecanoate C(CCCCC)C(C(=O)OCCCCCCN(CCOCCOCCOCCOCCOS(=O)(=O)C)CCCCCCOC(C(CCCCCCCC)CCCCCC)=O)CCCCCCCC